dichloro-5,12-dimethyl-1,5,8,12-tetraazabicyclo[6.6.2]hexadecane manganese (II) [Mn+2].ClC1(N2CCN(CCCN(CCN(CC1)C)CC2)C)Cl